O1C(=CC(=C1)C(=O)Cl)C(=O)Cl 4-furandiformyl chloride